Cl.Cl.N[C@@H](C(=O)N1C(CC1)C(=O)NCCCCNC(=N)NC(=O)OCC1=CC=CC=C1)C1CCCCC1 1-((R)-2-amino-2-cyclohexylacetyl)-N-(4-(3-Cbz-guanidino)butyl)azetidine-2-carboxamide dihydrochloride